1-(2-bromoethyl)-4-nitro-1H-pyrazole BrCCN1N=CC(=C1)[N+](=O)[O-]